1,1'-(ethane-1,2-diyl)bis(piperidine-4-carboxylic acid) C(CN1CCC(CC1)C(=O)O)N1CCC(CC1)C(=O)O